4,5-Bis(diphenylphosphino)-9,9-dimethylxanthen C1(=CC=CC=C1)P(C1=CC=CC=2C(C3=CC=CC(=C3OC12)P(C1=CC=CC=C1)C1=CC=CC=C1)(C)C)C1=CC=CC=C1